C(C)(C)(C)OC(=O)N1CCC(CC1)C(=O)NNC(C1=C(C=CC=C1)C)=O 4-[2-(2-methylbenzoyl)hydrazinecarbonyl]piperidine-1-carboxylic acid tert-butyl ester